5'-Benzoyl-2',3'-dichloro-6-fluoro-5-(2-methoxyethoxy)-[1,1'-biphenyl]-2-carbonitrile C(C1=CC=CC=C1)(=O)C=1C=C(C(=C(C1)C=1C(=CC=C(C1F)OCCOC)C#N)Cl)Cl